CC1=NOC(=C1C1=CC2=C(N(C(=N2)[C@H]2N(C(OC2)(C)C)C(=O)OC(C)(C)C)[C@@H]2CC[C@H](CC2)OC)C=C1)C (R)-t-butyl 4-(5-(3,5-dimethylisoxazol-4-yl)-1-((trans)-4-methoxycyclohexyl)-1H-benzo[d]imidazol-2-yl)-2,2-dimethyloxazolidine-3-carboxylate